C1N(CC2C1CCC2)C(=O)[O-] octahydrocyclopenta[c]pyrrole-2-carboxylate